Cl.FC(C=1C(=NC=CC1)N1C(C2(CC1)CCNCC2)=O)(F)F 2-[3-(trifluoromethyl)pyridin-2-yl]-2,8-diazaspiro[4.5]decan-1-one hydrochloride